IC=1C=C(N2C=CC=C(C12)C1=C(C2=C(N(C(=N2)COC)C)C=C1C(F)(F)F)C(=O)OC)C(C1=CC(=C(C(=C1)F)F)F)=O methyl 5-(1-iodo-3-(3,4,5-trifluorobenzoyl)indolizin-8-yl)-2-(methoxymethyl)-1-methyl-6-(trifluoromethyl)-1H-benzo[d]imidazole-4-carboxylate